4-{[5-(trifluoromethyl)pyridin-2-yl]oxy}cyclohexane FC(C=1C=CC(=NC1)OC1CCCCC1)(F)F